3-[(2R,3R)-2-Amino-3-methoxybutyl]-1-[(1S)-1-phenylethyl]-3-[4'-(propan-2-yloxy)-[1,1'-biphenyl]-4-yl]urea N[C@H](CN(C(N[C@@H](C)C1=CC=CC=C1)=O)C1=CC=C(C=C1)C1=CC=C(C=C1)OC(C)C)[C@@H](C)OC